SC1=NOC(C1)(C)C mercapto-5,5-dimethyl-4,5-dihydroisoxazole